[4,6-dimethyl-3-(trifluoromethyl)pyridin-2-yl]-4-oxo-3,4-dihydroquinazolin CC1=C(C(=NC(=C1)C)C1=NC2=CC=CC=C2C(N1)=O)C(F)(F)F